3-[1-[[3,5-bis(trifluoromethyl)benzoyl]amino]ethyl]-N-(5-cyano-2-pyridyl)pyrazine-2-carboxamide FC(C=1C=C(C(=O)NC(C)C=2C(=NC=CN2)C(=O)NC2=NC=C(C=C2)C#N)C=C(C1)C(F)(F)F)(F)F